2-(4-methoxy-1H-indol-1-yl)-N,N-dimethylethan-1-amine fumarate salt C(\C=C\C(=O)O)(=O)O.COC1=C2C=CN(C2=CC=C1)CCN(C)C